CN1N=C2C(C=C3N2CCNC3)=C1C(F)(F)F 2-methyl-3-(trifluoromethyl)-2,5,7,8-tetrahydro-6H-pyrazolo[4',3':4,5]pyrrolo[1,2-a]pyrazin